7-(2-methylimidazo[1,2-a]pyridin-6-yl)-2-(1-methyl-1,2,3,6-tetrahydropyridin-4-yl)-4H-pyrido[1,2-a]pyrimidin-4-one CC=1N=C2N(C=C(C=C2)C=2C=CC=3N(C(C=C(N3)C=3CCN(CC3)C)=O)C2)C1